BrCCCCCC(CCCCCBr)OC[Si](C)(C)O[Si](C)(C)COC(CCCCCBr)CCCCCBr 1,11-dibromoundecane-6-oxytrimethylsilyl ether